Cl.Cl.BrC1=CC=C(C=C1)C=1N=C2N(C=CC=C2)C1CN1CC2CCC(C1)N2 3-{[2-(4-Bromophenyl)imidazo[1,2-a]pyridin-3-yl]methyl}-3,8-diazabicyclo[3.2.1]octan-Dihydrochlorid